5-[4-(bromomethyl)phenyl]-2-methoxypyridine BrCC1=CC=C(C=C1)C=1C=CC(=NC1)OC